9,9-bis[4-(2-hydroxyethoxy)-3-phenylphenyl]fluorene OCCOC1=C(C=C(C=C1)C1(C2=CC=CC=C2C=2C=CC=CC12)C1=CC(=C(C=C1)OCCO)C1=CC=CC=C1)C1=CC=CC=C1